(+/-)-N-phenylacetyl-3-amino-3-phenylpropionic acid C1(=CC=CC=C1)CC(=O)N[C@H](CC(=O)O)C1=CC=CC=C1 |r|